OCCN(CCO)C(CO)(CO)CO bis-(2-hydroxyethyl)amino-tris-(hydroxymethyl)-methane